(2R,3S)-N-(2-(Diethylamino)-4-((4-(trifluoromethyl)benzyl)amino)phenyl)-2,3-difluoroheptanamid C(C)N(C1=C(C=CC(=C1)NCC1=CC=C(C=C1)C(F)(F)F)NC([C@H]([C@H](CCCC)F)F)=O)CC